methyl-tetrahydro-2H-pyran-4-carbonitrile CC1OCCC(C1)C#N